NC=1C=CC=C2C=CNC12 7-aminoindol